2-(N-(4-(4-(2-(3,3-difluoropiperidin-1-yl)-6-methylpyrimidin-4-yl)-1H-pyrazol-1-yl)-Methyl 3-(6-azaspiro[2.5]octan-6-yl)phenyl)sulfamoyl)acetate FC1(CN(CCC1)C1=NC(=CC(=N1)C=1C=NN(C1)C1=C(C(=C(C=C1)NS(=O)(=O)CC(=O)[O-])C)N1CCC2(CC2)CC1)C)F